5-methoxy-α,α-dideutero-N,N-di(trideuteromethyl)tryptamine Tert-butyl-5-((3-(hydroxymethyl)-7-methoxy-1,8-naphthyridin-4-yl)amino)hexahydrocyclopenta[c]pyrrole-2(1H)-carboxylate C(C)(C)(C)OC(=O)N1CC2C(C1)CC(C2)NC2=C(C=NC1=NC(=CC=C21)OC)CO.COC2=CC=C1NC=C(CC(N(C([2H])([2H])[2H])C([2H])([2H])[2H])([2H])[2H])C1=C2